FC=1C(=C(C=CC1F)[C@H]1[C@@H](O[C@]([C@H]1C)(C(F)(F)F)C)C(=O)NC=1C=NC(=CC1)CO)OC (2R,3S,4S,5R)-3-(3,4-difluoro-2-methoxyphenyl)-N-(6-(hydroxymethyl)pyridin-3-yl)-4,5-dimethyl-5-(trifluoromethyl)tetrahydrofuran-2-carboxamide